C(C1=CC=CC=C1)OCC1SCC1 2-(benzyloxymethyl)thietane